(Z)-octadec-9-ene CCCCCCCC\C=C/CCCCCCCC